O([C@@H]1[C@H](O)[C@@H](O)[C@H](O)[C@H](O1)CO)C Methyl alpha-D-glucopyranosid